FC1=C(C(=C(C(=C1[B-](C1=C(C(=C(C(=C1F)F)F)F)F)(C1=C(C(=C(C(=C1F)F)F)F)F)C1=C(C(=C(C(=C1F)F)F)F)F)F)F)F)F.C[NH+](C)C1CCCCC1 N,N-dimethylcyclohexylammonium tetrakis(pentafluorophenyl)borate